6-(3-(2,5-difluoropyridin-4-yl)-7,8-dihydro-1,6-naphthyridin-6(5H)-yl)-5-methylnicotinonitrile FC1=NC=C(C(=C1)C=1C=NC=2CCN(CC2C1)C1=NC=C(C#N)C=C1C)F